5-(3-chlorophenyl)-4-morpholino-N-(4-nitrophenyl)-7H-pyrrolo[2,3-d]pyrimidin-2-amine ClC=1C=C(C=CC1)C1=CNC=2N=C(N=C(C21)N2CCOCC2)NC2=CC=C(C=C2)[N+](=O)[O-]